4-(2-(4-acryloylpiperazin-1-yl)-2-oxoethyl)-6-chloro-2-(2,6-dichloroanilino)pyrido[2,3-b]pyrazin-3(4H)-one C(C=C)(=O)N1CCN(CC1)C(CN1C2=C(N=C(C1=O)NC1=C(C=CC=C1Cl)Cl)C=CC(=N2)Cl)=O